3-(3-(4-((pyridin-3-ylmethoxy)methyl)phenoxy)azetidin-1-yl)-2-(1H-pyrrol-1-yl)benzoic acid N1=CC(=CC=C1)COCC1=CC=C(OC2CN(C2)C=2C(=C(C(=O)O)C=CC2)N2C=CC=C2)C=C1